NCCCCCCCCCCCCCC=CC(=O)[O-] 16-aminohexadecenoate